COC(CC1=CC(=C(C=C1)F)[N+](=O)[O-])=O 2-(4-fluoro-3-nitrophenyl)acetic acid methyl ester